FC1=CC=CC2=C1C(=NO2)N2C(NC1(CC(C1)C1=CC=CC=C1)C2=O)=O 7-(4-fluoro-1,2-benzoxazol-3-yl)-2-phenyl-5,7-diazaspiro[3.4]octane-6,8-dione